((1-(4-fluorophenyl)-5-(4-isopropylphenyl)-1H-1,2,4-triazol-3-yl)methyl)morpholine FC1=CC=C(C=C1)N1N=C(N=C1C1=CC=C(C=C1)C(C)C)CN1CCOCC1